N1=NN(C2=NC=CC=C21)C2=CC(=C(C(=O)N([C@H]1CNCCC1)C1=NC=CC3=CC(=CC=C13)C(=O)N)C=C2)F (R)-1-(4-(3H-[1,2,3]triazolo[4,5-b]pyridin-3-yl)-2-fluoro-N-(piperidin-3-yl)benzamido)isoquinoline-6-carboxamide